Cl.NC/C(/CN1N=CN(C1=O)C1=C(C=C(C=N1)C1=CC(=NC=C1)NC(C)=O)C)=C\F (E)-N-(6-(1-(2-(aminomethyl)-3-fluoroallyl)-5-oxo-1,5-dihydro-4H-1,2,4-triazol-4-yl)-5-methyl-[3,4'-bipyridin]-2'-yl)acetamide hydrochloride